COC=1C=C(C=CC1)/C=C/C(=O)C1=CC=CC=C1 (E)-3-(3-methoxyphenyl)-1-phenylprop-2-en-1-one